tert-butyl-dimethyl-[(4-methyl-1-oxido-6,7-dihydro-5H-cyclopenta[b]pyridin-1-ium-6-yl)methoxy]silane C(C)(C)(C)[Si](OCC1CC=2C(=[N+](C=CC2C)[O-])C1)(C)C